CCCCCCCCCCCCCCCCCC(=O)OC[C@H](COP(=O)(O)OC[C@H](CO)O)OC(=O)CCCCCCC/C=C\CCCC 1-octadecanoyl-2-(9Z-tetradecenoyl)-glycero-3-phospho-(1'-sn-glycerol)